C(CCC(C)C)(=O)OCCCCCCCCC nonanyl isohexanoate